C(C)S=C(C(CC1=CC(NC2=CC=CC=C12)=O)NC(C1=CC=C(C=C1)Cl)=O)O.CC(CCCC)P(C(C)CCCC)C(C)CCCC tri-(2-hexyl)phosphine S-Ethyl-2-(4-chlorobenzoylamino)-3-(2-oxo-1,2-dihydroquinolin-4-yl)thiopropionate